C(#N)C=1C=NN(C1NC(=O)O[C@H](C)C1=CC=CC=C1)C1=CC=C(C=C1)C1=CC=C(C=C1)C(C(=O)O)(C)C (R)-2-(4'-(4-cyano-5-(((1-phenylethoxy)carbonyl)amino)-1H-pyrazol-1-yl)-[1,1'-biphenyl]-4-yl)-2-methylpropanoic acid